M-methoxyphenyl-oxazolinone COC=1C=C(C=CC1)C1=NC(OC1)=O